O=C1[C@@H](CC1)CCCN1C(C2=CC=CC=C2C1=O)=O |r| (RS)-2-(3-(2-oxocyclobutyl)propyl)isoindoline-1,3-dione